(5R)-5-[(1R,3aS,3bR,5aS,7S,9aS,9bS,11aR)-7-Hydroxy-9a,11a-dimethylhexadecahydro-1H-cyclopenta[1,2-a]phenanthrene-1-yl]hexanoic acid methyl ester COC(CCC[C@@H](C)[C@H]1CC[C@@H]2[C@@]1(CC[C@@H]1[C@]3(CC[C@@H](C[C@@H]3CC[C@@H]21)O)C)C)=O